N-[[3,5-dichloro-2-fluoro-4-(1,1,2,3,3,3-hexafluoropropoxy)phenyl]carbamoyl]-2,6-difluorobenzamide ClC=1C(=C(C=C(C1OC(C(C(F)(F)F)F)(F)F)Cl)NC(=O)NC(C1=C(C=CC=C1F)F)=O)F